N-tert-butyl-1-(3-fluoro-5-methoxyphenyl)-7-methoxy-N-methyl-8-(1-methyl-1H-pyrazol-3-yl)-1,4-dihydrochromeno[4,3-c]pyrazole-3-carboxamide C(C)(C)(C)N(C(=O)C=1C2=C(N(N1)C1=CC(=CC(=C1)OC)F)C=1C=C(C(=CC1OC2)OC)C2=NN(C=C2)C)C